1-{6,12-dibromo-9-oxa-2,4,14-triazatricyclo[8.4.0.0^{3,8}]tetradeca-1(10),3(8),4,6,11,13-hexaen-2-yl}-3-{3-oxa-7-azabicyclo[3.3.1]nonan-7-yl}propan-2-ol BrC=1C=NC=2N(C=3N=CC(=CC3OC2C1)Br)CC(CN1CC2COCC(C1)C2)O